2-amino-4-((3-bromophenyl)amino)-1,3,5-triazaspiro[5.5]Undecane-1,3-diene-9-carboxylic acid NC1=NC2(NC(=N1)NC1=CC(=CC=C1)Br)CCC(CC2)C(=O)O